O1CCOC2=C1C=CC(=C2)C=O 2,3-dihydro-1,4-benzodioxine-6-carbaldehyde